1-[(3,5-dichlorophenyl)carbonyl]piperidin ClC=1C=C(C=C(C1)Cl)C(=O)N1CCCCC1